OC[C@H](C1=CC=CC=C1)NC1=CC(=NC=C1C1=NC(=NO1)C)NC1=CC2=C(B(OC2C)O)C=C1 5-((4-(((S)-2-hydroxy-1-phenylethyl)amino)-5-(3-methyl-1,2,4-oxadiazol-5-yl)pyridin-2-yl)amino)-3-methylbenzo[c][1,2]oxaborol-1(3H)-ol